tert-butyl 4-((r,3r)-3-((4-(2,6-dioxopiperidin-3-yl)-3,5-difluorophenyl)amino)cyclobutyl)piperazine-1-carboxylate O=C1NC(CC[C@@H]1C1=C(C=C(C=C1F)NC1CC(C1)N1CCN(CC1)C(=O)OC(C)(C)C)F)=O